C(C)C(CNCC(CCCC)CC)CCCC Bis(2-ethylhexyl)amine